C(C)(C)(C)NC(CN(C)C=1C2=C(N=C(N1)C1=NC=CC(=C1)OCCO)SC(=C2C)C)=O N-tert-butyl-2-({2-[4-(2-hydroxyethoxy)pyridin-2-yl]-5,6-dimethylthieno[2,3-d]pyrimidin-4-yl}(methyl)amino)acetamide